2-(4-chlorobenzyl)-6-(6-(trifluoromethoxy)pyridin-3-yl)pyridazin-3(2H)-one ClC1=CC=C(CN2N=C(C=CC2=O)C=2C=NC(=CC2)OC(F)(F)F)C=C1